2-(3,4,5-trifluorobenzyl)pyridin FC=1C=C(CC2=NC=CC=C2)C=C(C1F)F